C1(CCCCC1)C1=NN(C(=C1O)C)C(C)C 3-cyclohexyl-1-isopropyl-5-methyl-1H-pyrazol-4-ol